N-(4-(ethylsulfonyl)benzyl)-2,3,4,9-tetrahydro-1H-carbazole-6-carboxamide C(C)S(=O)(=O)C1=CC=C(CNC(=O)C=2C=C3C=4CCCCC4NC3=CC2)C=C1